4-(2-cyclobutyl-1-(4-(4-chlorophenoxy)phenyl)-1H-imidazol-4-yl)piperidine C1(CCC1)C=1N(C=C(N1)C1CCNCC1)C1=CC=C(C=C1)OC1=CC=C(C=C1)Cl